(trans)-[4-[2-(3-hydroxycyclobutyl)-3H-imidazo[4,5-b]pyridin-7-yl]-1-piperidyl]-[4-(trifluoromethoxy)phenyl]methanone O[C@@H]1C[C@H](C1)C1=NC=2C(=NC=CC2C2CCN(CC2)C(=O)C2=CC=C(C=C2)OC(F)(F)F)N1